4-[3-(4-ethyl-1,2-dimethyl-1H-imidazol-5-yl)-1H-1,2,4-triazol-5-yl]-1-methyl-1H-indazole-6-carboxamide C(C)C=1N=C(N(C1C1=NNC(=N1)C1=C2C=NN(C2=CC(=C1)C(=O)N)C)C)C